C(#N)C(C)(C)N(C=O)N=NNC=O 2-cyano-2-propyl-azoformamide